3-Hydroxy-α-methyl-D-tyrosine OC=1C=C(C[C@@](N)(C(=O)O)C)C=CC1O